C(C=CCCCCCCCCCCCCCCCCC)(=O)OCC(OC(C=CCCCCCCCCCCCCCCCCC)=O)CO glycerol dieicosenoate